CC1C2(C(=C(C(C1)(C2)CCCCC)C(=O)O)C(=O)O)C Dimethyl-amyl-norbornene-2,3-dicarboxylic acid